FC(C(=C)CC)(F)F 2-trifluoromethyl-1-butene